(2S)-4-[[5-chloro-2-methyl-3-[[5-(5-oxopyrrolidin-3-yl)-1,3,4-oxadiazol-2-yl]amino]phenyl]methyl]-2-methyl-piperazine-1-carboxylic acid isopropyl ester C(C)(C)OC(=O)N1[C@H](CN(CC1)CC1=C(C(=CC(=C1)Cl)NC=1OC(=NN1)C1CNC(C1)=O)C)C